FC1=CC=C(C=C1)C=1C=C(C(N)=N)C=C(N1)OC1[C@@H]2CN(C[C@H]12)C(=O)C=1C=C(C=2N(C1)C=C(N2)C)C(F)(F)F 2-(4-fluorophenyl)-6-(((1R,5S,6s)-3-(2-methyl-8-(trifluoromethyl)imidazo[1,2-a]pyridine-6-carbonyl)-3-azabicyclo[3.1.0]hexan-6-yl)oxy)isonicotinimidamide